6-(2-bromoethyl)-1,5,5-trimethylcyclohex-1-ene BrCCC1C(CCC=C1C)(C)C